S(=O)(=O)(O)C1=C(C(C(=O)O)=CC=C1)C(=O)O 3-sulfophthalic acid